4-{(S)-2-[(S)-2-(methoxycarbonylamino)-3-phenylpropionylamino]-2-(4-phenylthiazol-2-yl)ethyl}phenylaminosulfonic acid COC(=O)N[C@H](C(=O)N[C@@H](CC1=CC=C(C=C1)NS(=O)(=O)O)C=1SC=C(N1)C1=CC=CC=C1)CC1=CC=CC=C1